C1=CC=CO1 1,4-epoxybuta-1,3-diene